[N+](=O)([O-])C1=CC=C2C=3C=CC(=CC3C(C2=C1)(CC=C)CC=C)C(=O)C1=C(C=CC=C1)C 1-(7-nitro-9,9-diallylfluoren-2-yl)-1-(2-methylphenyl)methanone